(E)-ethyl (2-cyano-2-(2-(3,5-dichloro-4-((2-cyclopropylquinolin-6-yl)oxy)phenyl)hydrazono)acetyl)carbamate C(#N)\C(\C(=O)NC(OCC)=O)=N/NC1=CC(=C(C(=C1)Cl)OC=1C=C2C=CC(=NC2=CC1)C1CC1)Cl